N-((3-chloro-1H-pyrrolo[2,3-c]pyridin-5-yl)methyl)-1-((6-cyclopropylimidazo[1,2-a]pyridin-2-yl)methyl)-1H-1,2,3-triazole-4-carboxamide ClC1=CNC2=CN=C(C=C21)CNC(=O)C=2N=NN(C2)CC=2N=C1N(C=C(C=C1)C1CC1)C2